OC1=CC=C(C=C1)N=NC1=CC=NC=C1 4-(4-hydroxyphenylazo)pyridine